C(C)(C)(C)[Si](OC[C@@H](CCCO[Si](C)(C)C(C)(C)C)O)(C)C (2R)-1,5-bis[[tert-butyl-(dimethyl)silyl]oxy]pentan-2-ol